(3'R,4'S,5'R)-4'-(2-fluoro-3-methylphenyl)-6''-methyl-2''-oxodispiro[cyclohexane-1,2'-pyrrolidine-3',3''-indoline]-5'-carboxylic acid FC1=C(C=CC=C1C)[C@H]1[C@@H](NC2(CCCCC2)[C@@]12C(NC1=CC(=CC=C21)C)=O)C(=O)O